6-((Trifluoromethyl)sulfinyl)-2,3-dihydro-1H-inden-5-ol FC(S(=O)C1=C(C=C2CCCC2=C1)O)(F)F